5-fluoro-3-(piperidin-4-yl)-7-(1H-pyrazol-4-yl)quinazolin-4-one FC1=C2C(N(C=NC2=CC(=C1)C=1C=NNC1)C1CCNCC1)=O